C(#N)C1([C@H]2[C@H]3C(N(C([C@H]3[C@@H](C1)CC2)=O)CC2=CC=C(C=C2)OC)=O)NC([C@H](CC2CC2)NC(OCC2=CC=CC=C2)=O)=O benzyl N-[(1S)-2-[[(1R,2S,6R,7R)-8-cyano-4-[(4-methoxyphenyl)methyl]-3,5-dioxo-4-azatricyclo[5.2.2.02,6]undecan-8-yl]amino]-1-(cyclopropylmethyl)-2-oxo-ethyl]carbamate